(R)-(3-aminopiperidin-1-yl)(7-methoxy-1-methyl-2-(6-(2,2,2-trifluoroethyl)-6H-furo[2,3-b]pyrrol-5-yl)-1H-benzo[d]imidazol-5-yl)methanone N[C@H]1CN(CCC1)C(=O)C1=CC2=C(N(C(=N2)C2=CC3=C(N2CC(F)(F)F)OC=C3)C)C(=C1)OC